N-(2-hydroxy-propyl)phenothiazine OC(CN1C2=CC=CC=C2SC=2C=CC=CC12)C